Cl.CC1(CC2(CNC2)C1)O 6-methyl-2-azaspiro[3.3]heptan-6-ol hydrochloride